5-methoxy-7-methyl-1H-indole-1-carboxylic acid tert-butyl ester formate C(=O)O.C(C)(C)(C)OC(=O)N1C=CC2=CC(=CC(=C12)C)OC